NC1=C(C=CC=C1F)/C=C/C(=O)OC Methyl (2E)-3-[2-amino-3-fluorophenyl]propenoate